((2R,3S,4R,5R)-5-cyano-3,4-dihydroxy-5-(4-pentanamidopyrrolo[2,1-f][1,2,4]triazin-7-yl)tetrahydrofuran-2-yl)methyl acetate C(C)(=O)OC[C@H]1O[C@]([C@@H]([C@@H]1O)O)(C1=CC=C2C(=NC=NN21)NC(CCCC)=O)C#N